(S)-(-)-N,N-dimethyl-1-phenethylamine C[C@@H](C1=CC=CC=C1)N(C)C